C(C)(C)(C)OC(=O)N1CC(C1)C(NC1=NC(=C(C=C1)C)C)=O 3-[(5,6-dimethylpyridin-2-yl)carbamoyl]azetidine-1-carboxylic acid tert-butyl ester